C[C@@]1(C(O[C@@H]([C@H]([C@@H]1N=C=S)OC(C)=O)COC(C)=O)=S(=O)=O)OC(C)=O Methyl-2,4,6-tri-O-acetyl-3-isothiocyanato-1,3-dideoxy-1-sulfonyl-β-D-glucopyranose